C(C)(=O)N1CCC(CC1)CCN1N=C(C(=C1)Cl)C(=O)NC1=NC=C(C=C1C)C#CC1=CC=C(C=C1)F 1-(2-(1-acetylpiperidin-4-yl)ethyl)-4-chloro-N-(5-((4-fluorophenyl)ethynyl)-3-methylpyridin-2-yl)-1H-pyrazole-3-carboxamide